CN(C1CN(CC1)C=O)C (3-dimethylamino-pyrrolidin-1-yl)-methanone